O1[C@H](COCC1)COC1=C2C(=NC(=C1)F)C(=C(N2)C2=CC(=NC=C2)NC([C@H](CC(F)F)C2=CC=C(C=C2)F)=O)C2=NC=CC=C2 (2R)-N-{4-[7-{[(2R)-1,4-Dioxan-2-yl]methoxy}-5-fluoro-3-(pyridin-2-yl)-1H-pyrrolo[3,2-b]pyridin-2-yl]pyridin-2-yl}-4,4-difluoro-2-(4-fluorophenyl)butanamid